C(C)(C)(C)N(C(O)=O)C1=C(C=C(C=C1)P(=O)(OCC)OCC)OC.FC(C1=C(C=CC(=C1)C(F)(F)F)[C@@H](C)N1N=CC(=C1)NC(=O)C1=CN=C(O1)C1=NC=CC=C1)(F)F (R)-N-(1-(1-(2,4-bis(trifluoromethyl)phenyl)ethyl)-1H-pyrazol-4-yl)-2-(pyridin-2-yl)oxazole-5-carboxamide tert-butyl-(4-(diethoxyphosphoryl)-2-methoxyphenyl)carbamate